NC=1C=CC(=C(C1)NC1=NC(=NC=C1C1=CC=C(C=C1)C(F)(F)F)NC=1C=NN(C1)CC(C)(O)C)F 1-(4-((4-((5-amino-2-fluorophenyl)amino)-5-(4-(trifluoromethyl)phenyl)pyrimidin-2-yl)amino)-1H-pyrazol-1-yl)-2-methylpropan-2-ol